(2-(aminomethyl)-2-(3-chloro-5-(2,5-dimethyl-1H-pyrrol-1-yl)-2-methylphenyl)cyclopropyl)methanol NCC1(C(C1)CO)C1=C(C(=CC(=C1)N1C(=CC=C1C)C)Cl)C